6-(4-((3-((1,3-dihydroxypropan-2-yl)oxy)-2-(((1,3-dihydroxypropan-2-yl)oxy)methyl)propoxy)methyl)-1H-1,2,3-triazol-1-yl)hexanoic acid OCC(CO)OCC(COCC=1N=NN(C1)CCCCCC(=O)O)COC(CO)CO